CC(C#N)(CCN1C2=CC(=CC=C2C=2C=CN=C(C12)C)OC)C 2,2-dimethyl-4-(7-Methoxy-1-methyl-β-carbolin-9-yl)butyronitrile